OC1=C(C=CC=C1)C1=CC(=CN=N1)N1CCC(CC1)(C(=O)N1CC2(CN(C2)CC2CCN(CC2)C2=CC=C(C=C2)[C@@H]2C(NC(CC2)=O)=O)C1)C1=CC=CC=C1 (3R)-3-(4-{4-[(6-{1-[6-(2-HYDROXYPHENYL)PYRIDAZIN-4-YL]-4-PHENYLPIPERIDINE-4-CARBONYL}-2,6-DIAZASPIRO[3.3]HEPTAN-2-YL)METHYL]PIPERIDIN-1-YL}PHENYL)PIPERIDINE-2,6-DIONE